C(C1=CC=CC=C1)N1/C(/SC=C1CO)=N/C(OCC)=O (Z)-ethyl (3-benzyl-4-(hydroxymethyl)thiazol-2(3H)-ylidene)carbamate